1'-(tert-Butyloxycarbonyl)-7-methoxyspiro[chroman-2,4'-piperidine]-6-carboxylic acid C(C)(C)(C)OC(=O)N1CCC2(CC1)OC1=CC(=C(C=C1CC2)C(=O)O)OC